tert-Butyl ((S)-4-methyl-1-oxo-1-(((S)-1-((S)-2-oxopyrrolidin-3-yl)but-3-en-2-yl)amino)pentan-2-yl)carbamate CC(C[C@@H](C(N[C@@H](C[C@H]1C(NCC1)=O)C=C)=O)NC(OC(C)(C)C)=O)C